C(C)OC(=O)C=1C=NN(C1C(F)(F)F)C1CN(CCC1)C1=C(C=CC(=C1)Cl)C1=CC=C(C=C1)N1CCN(CC1)C(C)=O 1-{1-[4'-(4-acetylpiperazin-1-yl)-4-chloro[1,1'-biphenyl]-2-yl]piperidin-3-yl}-5-(trifluoromethyl)-1H-pyrazole-4-carboxylic acid ethyl ester